C[C@@H]1N[C@@H](C[C@]2(C1)C(NC1=CC=CC=C12)=O)C=1N=NN(C1)C (2'S,3S,6'S)-2'-methyl-6'-(1-methyltriazol-4-yl)spiro[indoline-3,4'-piperidin]-2-one